S(=O)(=O)(OCC)OC(F)F ethyl (difluoromethyl) sulfate